1-[2-(aminomethyl)-3,3-difluoro-allyl]-4-[4-[6-(dimethylamino)-3-pyridinyl]-2-thienyl]tetrazol-5-one NCC(CN1N=NN(C1=O)C=1SC=C(C1)C=1C=NC(=CC1)N(C)C)=C(F)F